tert-butyl 6-amino-2-fluoro-3',6'-dihydro-[3,4'-bipyridine]-1'(2'H)-carboxylate NC1=CC=C(C(=N1)F)C=1CCN(CC1)C(=O)OC(C)(C)C